Cl.C(C)OC(=O)[C@H]1C2CCC([C@@H]1N)CC2 ethyl-(2S,3S)-3-aminobicyclo[2.2.2]octane-2-carboxylate hydrochloride